(racemic)-4-(3-chloro-4-(9-(5-chloro-2-fluorobenzyl)-6-(1-methylcyclopropoxy)-9H-purin-8-yl)phenoxy)-2,2-dimethylbutanoic acid ClC=1C=C(OCCC(C(=O)O)(C)C)C=CC1C=1N(C2=NC=NC(=C2N1)OC1(CC1)C)CC1=C(C=CC(=C1)Cl)F